FC1=C(C=CC(=C1F)C=1C=NNC1)C1=NC=C(N=C1)OC1CC(NC(C1)(C)C)(C)C 2-[2,3-difluoro-4-(1H-pyrazol-4-yl)phenyl]-5-[(2,2,6,6-tetramethylpiperidin-4-yl)oxy]pyrazine